OCC1(CCC1)NC(C(=O)C1=C(C(=C2CCCCN12)C(=O)NC=1SC=CN1)C)=O 3-(2-((1-(hydroxymethyl)cyclobutyl)amino)-2-oxoacetyl)-2-methyl-N-(thiazol-2-yl)-5,6,7,8-tetrahydroindolizine-1-carboxamide